CC1=CC=C(C=C1)S(=O)(=O)OC[C@H]1O[C@H](C[C@@H]1O)N1C(NC(C(=C1)F)=O)=O ((2R,3S,5R)-5-(5-fluoro-2,4-dioxo-3,4-dihydropyrimidin-1(2H)-yl)-3-hydroxytetrahydrofuran-2-yl)methyl 4-methylbenzenesulfonate